methyl trans-3-(2-fluoro-4-sulfamoylphenyl)-2,2-dimethylcyclopropanecarboxylate FC1=C(C=CC(=C1)S(N)(=O)=O)[C@@H]1C([C@H]1C(=O)OC)(C)C